2-((1H-1,2,4-triazol-1-yl)methyl)-6-((2-(bis(2,4-dimethoxybenzyl)amino)pyrimidin-4-yl)methyl)-4-methyl-4H-thiazolo[5',4':4,5]pyrrolo[2,3-d]pyridazin-5(6H)-one N1(N=CN=C1)CC=1SC2=C(N(C=3C(N(N=CC32)CC3=NC(=NC=C3)N(CC3=C(C=C(C=C3)OC)OC)CC3=C(C=C(C=C3)OC)OC)=O)C)N1